tert-butyl (R)-3-amino-1-(4-((6-amino-9H-purin-9-yl)methyl)-6-(3-fluoro-4-methoxyphenyl)pyridin-3-yl)piperidine-3-carboxylate N[C@]1(CN(CCC1)C=1C=NC(=CC1CN1C2=NC=NC(=C2N=C1)N)C1=CC(=C(C=C1)OC)F)C(=O)OC(C)(C)C